C(C(C(=O)NCC(=O)O)N)SSCC(C(=O)NCC(=O)O)N The molecule is an organic disulfide obtained by the oxidation of two Cys-Gly molecules which are then linked via a disulfide bond. It is an organic disulfide and a dipeptide. It derives from a cystine. It is a tautomer of a Cys-Gly disulfide dizwitterion.